3-[2-fluoro-4-(morpholinomethyl)anilino]-5-(methylamino)-6-(3-methylimidazo[4,5-c]pyridin-7-yl)pyrazine-2-carboxamide formate salt C(=O)O.FC1=C(NC=2C(=NC(=C(N2)NC)C=2C3=C(C=NC2)N(C=N3)C)C(=O)N)C=CC(=C1)CN1CCOCC1